N-benzyl-N-(bis(4-(tributylsilyl)phenyl)phosphaneyl)-1-(4-(tributylsilyl)phenyl)-1-(2-((trifluoromethyl)thio)phenyl)phosphanamine C(C1=CC=CC=C1)N(P(C1=C(C=CC=C1)SC(F)(F)F)C1=CC=C(C=C1)[Si](CCCC)(CCCC)CCCC)P(C1=CC=C(C=C1)[Si](CCCC)(CCCC)CCCC)C1=CC=C(C=C1)[Si](CCCC)(CCCC)CCCC